(S)-4-fluoro-1-(4-fluorobenzyl)-N-(5-methyl-4-oxo-2,3,4,5-tetrahydropyrido[3,2-b][1,4]oxazepin-3-yl)-1H-pyrazole-3-carboxamide FC=1C(=NN(C1)CC1=CC=C(C=C1)F)C(=O)N[C@@H]1C(N(C2=C(OC1)C=CC=N2)C)=O